tert-butyl (1'-(4-amino-2-fluorophenyl)-3'-fluoro-[1,4'-bipiperidin]-4-yl)carbamate NC1=CC(=C(C=C1)N1CC(C(CC1)N1CCC(CC1)NC(OC(C)(C)C)=O)F)F